4-[4-Cyano-6-(2,6-dichloro-4-methyl-benzyl)-3-hydroxy-pyridin-2-yl]-4-oxo-butyric acid C(#N)C1=C(C(=NC(=C1)CC1=C(C=C(C=C1Cl)C)Cl)C(CCC(=O)O)=O)O